7-[3-hydroxy-5-[3-[4-pentyl-2-(trifluoromethyl)phenyl]coumarin-7-yl]pentyl]-3-[4-pentyl-2-(trifluoromethyl)phenyl]coumarin OC(CCC1=CC=C2C=C(C(OC2=C1)=O)C1=C(C=C(C=C1)CCCCC)C(F)(F)F)CCC1=CC=C2C=C(C(OC2=C1)=O)C1=C(C=C(C=C1)CCCCC)C(F)(F)F